Oxopropane O=CCC